C(C)(C)(C)OC(=O)N([C@@H](C(=O)O)C)C (2R)-2-[tert-butoxycarbonyl(methyl)amino]propanoic acid